4-methyl-6-(naphthalen-2-yl)-1,4-dihydro-2H-3,1-benzoxazin-2-one CC1OC(NC2=C1C=C(C=C2)C2=CC1=CC=CC=C1C=C2)=O